BrC1=CC=C(OCCN2CCS(CC2)(=O)=O)C=C1 4-(2-(4-bromophenoxy)ethyl)thiomorpholine 1,1-dioxide